COC1=CC2=C(N=C(S2)/C=C/C=C/C=2C=CC(=NC2)NC)C=C1 5-((1E,3E)-4-(6-Methoxybenzo[d]thiazol-2-yl)buta-1,3-dienyl)-N-methylpyridin-2-amine